FC1=C(C=CC=C1)C(C(CC1=CC=CC=C1)C)=O 1-(2-fluorophenyl)-2-methyl-3-phenylpropan-1-one